C1=CC=C2C(=C1)C=CC=C2S(=O)(=O)Cl Naphthalenesulfonyl chloride